FC1=C(C=C(C2=C1C1(CCCCC1)OC2)OC)OC 7-fluoro-4,6-dimethoxy-3H-spiro[2-benzofuran-1,1'-cyclohexane]